racemic-7-(3,4-difluoro-5-(1-(1-(4-fluorophenyl)ethyl)-1H-pyrazol-4-yl)phenyl)-[1,2,4]triazolo[1,5-a]pyridin-2-amine FC=1C=C(C=C(C1F)C=1C=NN(C1)[C@H](C)C1=CC=C(C=C1)F)C1=CC=2N(C=C1)N=C(N2)N |r|